FC1=CC=C(C=C1)C=1C(=NC2=CC(=CC(=C2C1)C(C)NC1=C(C(=O)O)C=CC=C1)C)C=1OC=CN1 2-((1-(3-(4-fluorophenyl)-7-methyl-2-(oxazol-2-yl)quinolin-5-yl)ethyl)amino)benzoic acid